dibenzo(b,f)oxepin-10-ylmethyl-methylpropan-2-ynamine C1=CC=CC=2OC3=C(C(=CC21)CC(C#C)(N)C)C=CC=C3